COCOC=1C(=CC2=CN(N=C2C1C)C)C1=CC=C2C=C(C=NC2=N1)N1C[C@H](N([C@H](C1)C)C(=O)OC(C)(C)C)C tert-butyl (2R,6S)-4-{7-[6-(methoxymethoxy)-2,7-dimethylindazol-5-yl]-1,8-naphthyridin-3-yl}-2,6-dimethylpiperazine-1-carboxylate